2-(3-Chloro-4-(((S)-3-(4-methoxy-3-(pentyloxy)phenyl)-6-methyl-2-oxotetrahydropyrimidin-1(2H)-yl)methyl)-1H-pyrrolo[2,3-b]pyridin-1-yl)-N-((S)-pyrrolidin-3-yl)acetamide ClC1=CN(C2=NC=CC(=C21)CN2C(N(CC[C@@H]2C)C2=CC(=C(C=C2)OC)OCCCCC)=O)CC(=O)N[C@@H]2CNCC2